5-cyclopropyl-3-(ethylsulfonyl)pyridine C1(CC1)C=1C=C(C=NC1)S(=O)(=O)CC